NC1=NC=C(C2=C1C(=C(N2C)C2=CC=C(C=C2)NC(C(=C)F)=O)C=2C=C(C(=NC2)C(=O)NCC2(CC2)F)Cl)C#CC2COC2 5-(4-amino-2-{4-[(2-fluoroacrylamido)]phenyl}-1-methyl-7-(oxetan-3-ylethynyl)pyrrolo[3,2-c]pyridin-3-yl)-3-chloro-N-[(fluorocyclopropyl)methyl]pyridine-2-carboxamide